BrC(C(=O)C1=CC(=C(C=C1)Br)[N+](=O)[O-])C 2-bromo-1-(4-bromo-3-nitrophenyl)-propan-1-one